COC1=C(C=C(C=C1)C(C(N)=S)C)[N+](=O)[O-] 2-(4-methoxy-3-nitrophenyl)propanethioamide